BrC=1C=CC(=C(C1)CC=1SC2=C(C1)C=CC=C2)F (5-BroMo-2-fluorophenyl)methylbenzothiophene